FC(C=1C(=C(C=CC1)[C@@H](C)NC1=NN(C(C=2C1=CN(C(C2)=O)[C@]2(COCC2)C(F)(F)F)=O)C)F)F 4-(((R)-1-(3-(difluoromethyl)-2-fluorophenyl)ethyl)amino)-2-methyl-6-((R)-3-(trifluoromethyl)tetrahydrofuran-3-yl)-2,6-dihydropyrido[3,4-d]pyridazine-1,7-dione